C(C)(=O)N1CCC(CC1)NC1=NC(=CC(=C1)C(=O)OC(C)(C)C)N1CCCCC1 tert-Butyl 2-[(1-acetyl-4-piperidyl)amino]-6-(1-piperidyl)pyridine-4-carboxylate